1,1-dichloro-1,2,2,2-tetravinyldisilane Cl[Si]([Si](C=C)(C=C)C=C)(C=C)Cl